N-[5-(2-{6-[(3R)-3-aminopiperidine-1-carbonyl]-3-methylpyrazolo[1,5-a]pyridin-2-yl}-1-(cyclopropylmethyl)-1H-indol-6-yl)pyridin-2-yl]acetamide N[C@H]1CN(CCC1)C(=O)C=1C=CC=2N(C1)N=C(C2C)C=2N(C1=CC(=CC=C1C2)C=2C=CC(=NC2)NC(C)=O)CC2CC2